ClC=1C(=C(C2=C(C(N=C(S2)N2CCC3(CC(=NC3=O)C3=CC=CC=C3)CC2)=O)C1)[N+](=O)[O-])C 6-chloro-7-methyl-8-nitro-2-(3-phenyl-1-oxo-2,8-diazaspiro[4.5]dec-2-en-8-yl)-4H-benzo[e][1,3]thiazin-4-one